p-methoxyphenylacetylene palladium [Pd].COC1=CC=C(C=C1)C#C